ClC1=CC=C(NC2=C(C(=NC(=N2)OCC(C)(C)O)N2CC(C2)(C(=O)N)OCC)[N+](=O)[O-])C=C1 1-[6-(4-chloroanilino)-2-(2-hydroxy-2-methyl-propoxy)-5-nitro-pyrimidin-4-yl]-3-ethoxy-azetidine-3-carboxamide